perfluoroheptadecyltriethoxysilane FC(C(F)(F)F)(O[Si](OC(C(F)(F)F)(F)F)(OC(C(F)(F)F)(F)F)C(C(C(C(C(C(C(C(C(C(C(C(C(C(C(C(C(F)(F)F)(F)F)(F)F)(F)F)(F)F)(F)F)(F)F)(F)F)(F)F)(F)F)(F)F)(F)F)(F)F)(F)F)(F)F)(F)F)(F)F)F